ethyl 1-{5-chloro-7-oxo-7,8-dihydro-6H-spiro[[1,3]oxazolo[5,4-f]quinazoline-9,1'-cyclohexane]-2-ylmethyl}piperidine-4-carboxylate ClC=1C=C2C(=C3C1NC(NC31CCCCC1)=O)OC(=N2)CN2CCC(CC2)C(=O)OCC